C1(=CC=CC=C1)C(=C)C1=NC=CC=C1C 2-(1-phenylvinyl)-3-methylpyridine